ClC1=CC=C(C(=O)N2C(=CC3=CC(=CC=C23)OC)C)C=C1 4-chlorobenzoyl-5-methoxy-2-methyl-1H-indol